C(C1=CC=CC=C1)C1=C(C(NC2=CC=C(C=C12)Cl)=O)C(\C=C\C1=CC=C(C=C1)C1=CC2=CN(N=C2C=C1)CC)=O 4-benzyl-6-chloro-3-[(E)-3-[4-(2-ethylindazol-5-yl)phenyl]prop-2-enoyl]-1H-quinolin-2-one